C(C)(C)(C)S(=O)\N=C(/C)\C1=CC=C2C(=N1)N(C(=C2)C2=NC1=C(N2C)C(=CC(=C1)C(=O)OCC)OC)CC1CC1 ethyl (E)-2-(6-(1-((tert-butylsulfinyl)imino)ethyl)-1-(cyclopropylmethyl)-1H-pyrrolo[2,3-b]pyridin-2-yl)-7-methoxy-1-methyl-1H-benzo[d]imidazole-5-carboxylate